tin-indium [In].[Sn]